C(C1=CC=CC=C1)(=O)N1CCC(CC1)C=1N=C(NC(C1Cl)=O)C1=CC=NC=C1 4-(1-benzoyl-4-piperidinyl)-5-chloro-2-(4-pyridinyl)-1H-pyrimidin-6-one